O1C(=CC=C1C(=O)OC(C)(C)C)C(=O)OC(C)(C)C di-tert-butyl furan-2,5-dicarboxylate